7-{4-[4-(2,3-dichlorophenyl)-1-piperazinyl]-butyloxy}-3,4-dihydro-2(1H)-quinolinone ClC1=C(C=CC=C1Cl)N1CCN(CC1)CCCCOC1=CC=C2CCC(NC2=C1)=O